1-(prop-2-yl)piperazine CC(C)N1CCNCC1